2-(3-(dimethylamino)phenoxy)-1-(2-(5-(trifluoromethyl)-1,2,4-oxadiazol-3-yl)-6,7-dihydrothieno[3,2-c]pyridin-5(4H)-yl)ethan-1-one CN(C=1C=C(OCC(=O)N2CC3=C(CC2)SC(=C3)C3=NOC(=N3)C(F)(F)F)C=CC1)C